C1(=CC=CC=C1)C(=O)CC(=O)O 2-(phenylcarbonyl)acetic acid